L-4-tertiary butyl-pyridine C(C)(C)(C)C1=CC=NC=C1